BrC1=C2C=C(N=CC2=C(N=C1)NC)NC(=O)C1CC1 N-(5-bromo-8-(methylamino)-2,7-naphthyridin-3-yl)cyclopropanecarboxamide